N1=C2N(C(C=C1)=O)C=CC=C2 4H-pyrido(1,2-a)pyrimidin-4-one